C=CCCCCCCCCCC 4E-dodecene